methyl (2S)-5-amino-6-((1,1-dioxidotetrahydro-2H-thiopyran-3-yl)amino)-2-methyl-3,4-dihydroquinoline-1(2H)-carboxylate NC1=C2CC[C@@H](N(C2=CC=C1NC1CS(CCC1)(=O)=O)C(=O)OC)C